(R)-3-hydroxy-1-methyl-3-((3-(4-(3-(methylsulfonyl)azetidin-1-yl)pyrido[3,2-d]pyrimidin-6-yl)phenyl)ethynyl)pyrrolidin-2-one O[C@@]1(C(N(CC1)C)=O)C#CC1=CC(=CC=C1)C=1C=CC=2N=CN=C(C2N1)N1CC(C1)S(=O)(=O)C